C1(=CC=C(C=C1)C=O)C1=CC=C(C=C1)C=O 4,4'-biphenyl-dicarboxaldehyde